C(C=C)(=O)O.C(C=C)(=O)O.C(C=C)(=O)O.C(C=C)(=O)O.C(O)C(CC)(CO)CO trimethylolpropane tetra-acrylate